tert-Butyl N-[(1r,4r)-4-[2-(methylsulfanyl)-7-oxo-5-(trifluoromethanesulfonyloxy)pyrido[2,3-d]pyrimidin-8-yl]cyclohexyl]carbamate CSC=1N=CC2=C(N1)N(C(C=C2OS(=O)(=O)C(F)(F)F)=O)C2CCC(CC2)NC(OC(C)(C)C)=O